NC(CCN(N)C(=O)OC(C)(C)C)=O tert-butyl 1-(3-amino-3-oxopropyl)hydrazine-1-carboxylate